C1(=CC=CC=C1)NS(=O)(=O)NC1=C(N=CS1)C(=O)O 5-[(phenylsulfamoyl)amino]-1,3-thiazole-4-carboxylic acid